FC(C=1C=C(C=C(C1)C(F)(F)F)C1=NN(C=N1)/C=C(/C(=O)N(C)C)\C1=CC=NC=C1)(F)F (E)-3-(3-(3,5-bis(trifluoromethyl)phenyl)-1H-1,2,4-triazol-1-yl)-N,N-dimethyl-2-(pyridin-4-yl)acrylamide